(2S,3R)-methyl-3-(2-chlorophenyl)-2,3-dihydroxypropionate COC([C@H]([C@H](O)C1=C(C=CC=C1)Cl)O)=O